SC=1OC2=C(N1)C=CC(=C2)C(=O)O 2-mercaptobenzo[d]oxazole-6-carboxylic acid